CC=1NC(=C(N1)N)N 2-methyl-4,5-diaminoimidazole